Diethyl (4-(8-(2-bromophenethyl)-7-isopropyl-2,6-dioxo-1-(prop-2-yn-1-yl)-1,2,6,7-tetrahydro-3H-purin-3-yl)butyl)phosphonate BrC1=C(CCC2=NC=3N(C(N(C(C3N2C(C)C)=O)CC#C)=O)CCCCP(OCC)(OCC)=O)C=CC=C1